1-methyl-3-(3-methyl-4-((5-(4-(3-(trifluoromethyl)-1H-pyrazol-4-yl)phenyl)-1H-pyrazol-3-yl)amino)phenyl)urea CNC(=O)NC1=CC(=C(C=C1)NC1=NNC(=C1)C1=CC=C(C=C1)C=1C(=NNC1)C(F)(F)F)C